erbium(III) carbonate C([O-])([O-])=O.[Er+3].C([O-])([O-])=O.C([O-])([O-])=O.[Er+3]